BrCCCCCCCC(=O)OC=1C(=C2CCC(OC2=C(C1C)C)(CCCC(CCCC(CCCC(C)C)C)C)C)C 2,5,7,8-tetramethyl-2-(4,8,12-trimethyltridecyl)-3,4-dihydro-2H-chromen-6-yl 8-bromooctanoate